ClC=1C=C(C=CC1C(NC1CC(C1)NC(CN(C)C)=O)=O)NC(=O)C=1N(C(=CN1)C=1C(=NC(=C(C1)F)N(C)C)F)C N-[3-chloro-4-[[3-[[2-(di-methylamino)acetyl]amino]cyclobutyl]carbamoyl]phenyl]-5-[6-(dimethylamino)-2,5-difluoro-3-pyridyl]-1-methyl-imidazole-2-carboxamide